3-(2,5-Dioxo-4-phenyl-imidazolidin-4-yl)propionic acid O=C1NC(C(N1)(C1=CC=CC=C1)CCC(=O)O)=O